(S)-1-((R)-2-(methoxycarbonyl)aziridine-1-carbonyl)pyrrolidine-3-carboxylic acid benzyl ester C(C1=CC=CC=C1)OC(=O)[C@@H]1CN(CC1)C(=O)[N@]1C(C1)C(=O)OC